(5S,5aS,8aS,9S)-8-oxo-9-(3,4,5-trimethoxyphenyl)-5,5a,6,8,8a,9-hexahydrofuro[3',4':6,7]naphtho[2,3-d][1,3]dioxol-5-yl (tert-butoxycarbonyl)glycinate C(C)(C)(C)OC(=O)NCC(=O)O[C@@H]1C2=CC3=C(OCO3)C=C2[C@@H]([C@H]2[C@H]1COC2=O)C2=CC(=C(C(=C2)OC)OC)OC